N-(methyl)acryloylmorpholine CC=CC(=O)N1CCOCC1